C[Si](OC(C#C)(C)C)(OC(C#C)(C)C)OC(C#C)(C)C methyl-tri(1,1-dimethyl-propynyloxy)silane